BrC1=C(C=CC(=C1)N1CC2C(C2C1)(F)F)CN1N=CC(=C1)C(=O)OCC ethyl 1-[(2-bromo-4-{6,6-difluoro-3-azabicyclo[3.1.0]hex-3-yl} phenyl) methyl]-1H-pyrazole-4-carboxylate